ClC=1C=C(C=C(C1)C1=NOC(=N1)CCC)NCCC1=CC=C(C=C1)CCN1[C@@H]([C@H]([C@@H]([C@H](C1)O)O)O)CO (2R,3R,4R,5S)-1-{2-[4-(2-{[3-chloro-5-(5-propyl-1,2,4-oxadiazol-3-yl)phenyl]amino}ethyl)phenyl]ethyl}-2-(hydroxymethyl)piperidine-3,4,5-triol